6-(3-(3,4-difluoro-2-methoxyphenyl)-5-methyl-5-(trifluoromethyl)tetrahydrothiophene-2-carboxamido)-1-methoxybenzo[c][1,2]oxaborin-3(1H)-one FC=1C(=C(C=CC1F)C1C(SC(C1)(C(F)(F)F)C)C(=O)NC1=CC2=C(B(OC(C2)=O)OC)C=C1)OC